(S)-3-(isoquinolin-4-yl)-2-oxo-1-(5-(trifluoromethyl)pyrazin-2-yl)imidazoline-4-carbonitrile C1=NC=C(C2=CC=CC=C12)N1C(N(C[C@H]1C#N)C1=NC=C(N=C1)C(F)(F)F)=O